trans-4-[2-(butylamino)-5-[4-[(1R)-1-(piperazin-1-yl)ethyl]phenyl]pyrrolo[2,3-d]pyrimidin-7-yl]cyclohexan-1-ol C(CCC)NC=1N=CC2=C(N1)N(C=C2C2=CC=C(C=C2)[C@@H](C)N2CCNCC2)[C@@H]2CC[C@H](CC2)O